2-chloro-N-(2-oxo-2-(phenethylamino)-1-(thiophen-2-yl)ethyl)acetamide ClCC(=O)NC(C(NCCC1=CC=CC=C1)=O)C=1SC=CC1